NC1=C(C=CC(=C1C(=O)O)NC1=CC=CC=C1)C1=C(C=C(C=C1)C)Cl Amino-2'-chloro-4'-methyl-4-(phenylamino)-[1,1'-biphenyl]-3-carboxylic acid